FC(C1=NC(=NO1)C1=CC=C(C=C1)NC(=O)C1CC1)(F)F N-{4-[5-(trifluoromethyl)-1,2,4-oxadiazol-3-yl]phenyl}cyclopropanecarboxamide